3-[2-(5-bromo-7-methoxy-1-methyl-benzoimidazol-2-yl)-1,9-diazatricyclo[6.3.1.04,12]dodeca-2,4(12),5,7-tetraen-9-yl]propan-1-ol BrC1=CC2=C(N(C(=N2)C=2N3CCN(C4=CC=CC(C2)=C34)CCCO)C)C(=C1)OC